The molecule is a zwitterion obtained by transfer of a proton from the 5-hydroxy to the tertiary amino group of aclacinomycin T. It is the major microspecies at pH 7.3 (according to Marvin v 6.2.0.). It has a role as an antimicrobial agent and an antineoplastic agent. It is a conjugate base of an aclacinomycin T(1+). It is a tautomer of an aclacinomycin T. CC[C@]1(C[C@@H](C2=C(C3=C(C=C2[C@H]1C(=O)OC)C(=O)C4=C(C3=O)C(=CC=C4)O)[O-])O[C@H]5C[C@@H]([C@@H]([C@@H](O5)C)O)[NH+](C)C)O